C(CCCCCCCC(=O)N)CCCCCCCC(=O)N methylenebis(octanoamide)